tert-butyl 3-(2-(((S)-1-(3-(3-(tert-butoxy)-3-oxopropoxy)propyl)pyrrolidin-2-yl)methoxy)-7-chloro-6-(trifluoromethyl)quinazolin-4-yl)-3,8-diazabicyclo[3.2.1]octane-8-carboxylate C(C)(C)(C)OC(CCOCCCN1[C@@H](CCC1)COC1=NC2=CC(=C(C=C2C(=N1)N1CC2CCC(C1)N2C(=O)OC(C)(C)C)C(F)(F)F)Cl)=O